C(C)(=O)N1C(CC(C2=CC(=CC=C12)C1=CC=C(C=C1)N1CCN(CC1)CC1=C(C=NC=C1)N1C(NC(CC1)=O)=O)NC1=CC=C(C=C1)Cl)C 1-(4-((4-(4-(1-acetyl-4-((4-chlorophenyl)amino)-2-methyl-1,2,3,4-tetrahydroquinolin-6-yl)phenyl)piperazin-1-yl)methyl)pyridin-3-yl)dihydropyrimidine-2,4(1H,3H)-dione